O=C1NC(CCC1N1C(C2=CC=C(C=C2C1)CNC(C(C1=CC(=CC=C1)CCCS(=O)(=O)C)(F)F)=O)=O)=O N-((2-(2,6-dioxopiperidin-3-yl)-1-oxoisoindolin-5-yl)methyl)-2,2-difluoro-2-(3-(3-(methylsulfonyl)propyl)phenyl)acetamide